BrC=1C=C(C(=NC1)C1(CC(C1)(C)CO[Si](C)(C)C(C)(C)C)N[S@](=O)C(C)(C)C)F (R)-N-(1-(5-bromo-3-fluoropyridin-2-yl)-3-(((tert-butyldimethylsilyl)oxy)methyl)-3-methylcyclobutyl)-2-methylpropan-2-sulfinamide